BrCCCCNC(C(=O)Cl)=O 2-((4-bromobutyl)amino)-2-oxo-acetyl chloride